C(C)C1=NC=C(C=N1)F 2-ethyl-5-fluoropyrimidin